(6-Cyclopropoxy-5-fluoropyridin-3-yl)methylamine hydrochloride Cl.C1(CC1)OC1=C(C=C(C=N1)CN)F